C1(CC1)C(C=1C=CC2=C(N=C(O2)C(C2CCC(CC2)(F)F)C=2C(=NON2)C(=O)N)C1)NC(CCC(F)(F)F)=O ((5-(cyclopropyl(4,4,4-trifluorobutanamido)methyl)benzo[d]oxazol-2-yl)(4,4-difluorocyclohexyl)methyl)-1,2,5-oxadiazole-3-carboxamide